acryloxybiphenyl-4-carboxylic acid C(C=C)(=O)OC1=C(C=CC(=C1)C(=O)O)C1=CC=CC=C1